OC(C(=O)C1=CC2=CC=CC=C2C=C1)(C)C 2-hydroxy-2-methyl-1-(2-naphthyl)propan-1-one